C(CCCCCCCCCCC)OC(CCCCCCCCCCCCCCCCCCC)=O.BrC=1C(=NN(C1)C=1C(=C(C=CC1)NC(C=C)=O)F)[N+](=O)[O-] N-(3-(4-bromo-3-nitro-1H-pyrazol-1-yl)-2-fluorophenyl)acrylamide lauryl-arachidate